3-[[[1-(2-hydroxyethyl)-1H-tetrazol-5-yl]thio]-methyl]-7-methoxy-8-oxo-5-oxa-1-azabicyclo[4.2.0]oct-2-ene-2-carboxylic acid benzhydryl ester C(C1=CC=CC=C1)(C1=CC=CC=C1)OC(=O)C=1N2C(C(C2OCC1CSC1=NN=NN1CCO)OC)=O